IC1=NNC=C1 Iodopyrazol